4-(3-aminopropanoyl)-3,4-dihydroquinoxalin NCCC(=O)N1CC=NC2=CC=CC=C12